methyl 2-(3-bromo-2-methyl-phenyl)-4-methyl-oxazole-5-carboxylate BrC=1C(=C(C=CC1)C=1OC(=C(N1)C)C(=O)OC)C